C(C)N1C2=NC(=NC(=C2N=C1)N1CCOCC1)C1=CC(=CC=C1)C1=NN(C=C1)C 9-ethyl-2-(3-(1-methyl-1H-pyrazol-3-yl)phenyl)-6-morpholino-9H-purin